diacetyl-curcumin C(C)(=O)C(OC1=CC(=CC=C1O)\C=C\C(=O)CC(=O)\C=C\C1=CC=C(O)C(OC)=C1)C(C)=O